4-(2-Chlorophenyl)cyclopent-1-en-1-yl trifluoromethanesulfonate FC(S(=O)(=O)OC1=CCC(C1)C1=C(C=CC=C1)Cl)(F)F